N1=C(C=CC=C1)NC(=O)C1=CC=C(C=C1)B(O)O (4-(PYRIDIN-2-YLCARBAMOYL)PHENYL)BORONIC ACID